2-(5-(1-((1S,2R,3S,5R)-2-fluoro-8-azabicyclo[3.2.1]octan-3-yl)vinyl)pyrazin-2-yl)-5-(1H-imidazol-1-yl)phenol F[C@H]1[C@@H]2CC[C@H](C[C@H]1C(=C)C=1N=CC(=NC1)C1=C(C=C(C=C1)N1C=NC=C1)O)N2